5-bromo-1-methyl-1H-pyrazole-4-carbonitrile BrC1=C(C=NN1C)C#N